2-methyl-pentensulfonic acid CC(=CS(=O)(=O)O)CCC